6-(4-((1H-indazol-5-yl)amino)-pyrimidin-2-yl)-4-methoxy-N-(pyridazin-4-yl)benzo[b]-thiophene-2-carboxamide N1N=CC2=CC(=CC=C12)NC1=NC(=NC=C1)C=1C=C(C2=C(SC(=C2)C(=O)NC2=CN=NC=C2)C1)OC